N4-cyclobutyl-N2-(2-methoxy-4-((4-morpholinopiperidin-1-yl)sulfonyl)phenyl)-7H-pyrrolo[2,3-d]pyrimidine-2,4-diamine C1(CCC1)NC=1C2=C(N=C(N1)NC1=C(C=C(C=C1)S(=O)(=O)N1CCC(CC1)N1CCOCC1)OC)NC=C2